C1C(CCCCC=C)O1 1,2-epoxy-7-octene